ClC=1C=C(C=NC1)NC(=O)[C@H]1CC12CCN(CC2)C(=O)OC(C(F)(F)F)C(F)(F)F 1,1,1,3,3,3-hexafluoropropan-2-yl (S)-1-((5-chloropyridin-3-yl)carbamoyl)-6-azaspiro[2.5]octane-6-carboxylate